3-[2-(perfluorooctanoyl)ethoxycarbonyl]pyrrole FC(C(=O)CCOC(=O)C1=CNC=C1)(C(C(C(C(C(C(F)(F)F)(F)F)(F)F)(F)F)(F)F)(F)F)F